BrC1=CC=C2C(=N1)C(CN2C2=NC(=NC=C2)SC)(C)C 4-(5-bromo-3,3-dimethyl-2,3-dihydro-1H-pyrrolo[3,2-b]pyridin-1-yl)-2-(methylthio)pyrimidine